2-{[7-hydroxy-4-(3-methyl-1H-indazol-5-yl)-1-oxo-2,3-dihydro-1H-isoindol-2-yl]methyl}prop-2-enamide OC=1C=CC(=C2CN(C(C12)=O)CC(C(=O)N)=C)C=1C=C2C(=NNC2=CC1)C